3,3',3'',3'''-(ethane-1,2-diylbis(azanetriyl))tetrakis(N-(2-guanidinoethyl)propanamide) C(CN(CCC(=O)NCCNC(=N)N)CCC(=O)NCCNC(=N)N)N(CCC(=O)NCCNC(=N)N)CCC(=O)NCCNC(=N)N